OC(=O)C(F)(F)F.BrC=1C=2[C@@H]3N(N4C(C2C=C(C1O)OC)=CC(C(=C4)C(=O)OCC)=O)C(CC3)(C)C Ethyl (R)-13-bromo-12-hydroxy-11-methoxy-3,3-dimethyl-8-oxo-2,3,8,13b-tetrahydro-1H-pyrido[2,1-a]pyrrolo[1,2-c]phthalazine-7-carboxylate TFA salt